CCCCCCCCCCCCC(=O)O C13-Tridecanoic acid